[(2R,5S)-2-[4-(Acetamidomethyl)phenyl]-5-methyl-1-piperidyl]-N-(6-amino-5-methyl-3-pyridyl)-2-oxo-acetamide C(C)(=O)NCC1=CC=C(C=C1)[C@@H]1N(C[C@H](CC1)C)C(C(=O)NC=1C=NC(=C(C1)C)N)=O